C=1N=CN2C1C1=CC=CC=C1[C@H]2[C@@H]2[C@@H](COCC2)O (3s,4R)-4-((R)-5H-imidazo[5,1-a]isoindol-5-yl)tetrahydro-2H-pyran-3-ol